2-(4-(2-((5-(1H-pyrazol-4-yl)benzo[d]thiazol-2-yl)amino)-2-oxoethyl)-2-fluorophenoxy)pyridine-3-carboxamide N1N=CC(=C1)C=1C=CC2=C(N=C(S2)NC(CC2=CC(=C(OC3=NC=CC=C3C(=O)N)C=C2)F)=O)C1